ClC1=CC=C(C(=N1)C(=O)O)N[C@H](C)C=1C=C(C=C2C(N(C(=NC12)N1C[C@@H]2C([C@@H]2C1)O)C)=O)Cl 6-chloro-3-(((R)-1-(6-chloro-2-((1R,5S,6S)-6-hydroxy-3-azabicyclo[3.1.0]hexan-3-yl)-3-methyl-4-oxo-3,4-dihydroquinazolin-8-yl)ethyl)amino)picolinic acid